1H-pyrazolo[3,4-b]pyridine-4-carboxylic acid methyl ester COC(=O)C=1C2=C(N=CC1)NN=C2